1',1'''-(heptane-1,7-diyl)bis(4-methyl-3,4-dihydro-5H-spiro[furan-2,3'-indoline]-2',5-dione) C(CCCCCCN1C(C2(C3=CC=CC=C13)OC(C(C2)C)=O)=O)N2C(C1(C3=CC=CC=C23)OC(C(C1)C)=O)=O